1-(3-methylimidazo[1,2-b]pyridazin-6-yl)piperidine-4-carboxylic acid CC1=CN=C2N1N=C(C=C2)N2CCC(CC2)C(=O)O